NC1=C(C=C(C=N1)C=1N=C(N(C1)C12CC(C1)(C2)N2CCN(CC2)CC#C)C(C(C)C)O)OC(F)(F)F 1-(4-(6-amino-5-(trifluoromethoxy)pyridin-3-yl)-1-(3-(4-(prop-2-ynyl)piperazin-1-yl)bicyclo[1.1.1]pentan-1-yl)-1H-imidazol-2-yl)-2-methylpropan-1-ol